1-(4-(3,4-dichlorophenyl)-5-(isopropylthio)thiazol-2-yl)-4-(3,5-difluorophenyl)-3-methyl-1H-pyrazole-5-carboxylic acid ClC=1C=C(C=CC1Cl)C=1N=C(SC1SC(C)C)N1N=C(C(=C1C(=O)O)C1=CC(=CC(=C1)F)F)C